ClC=1C=C(C(=O)NC[C@@H](CC(C)C)N2C([C@H]3N(C(CC2)CCC2=CC=CC=C2)C[C@@H](C3)NC(OC(C)(C)C)=O)=O)C=CC1Cl tert-butyl ((8R,9aS)-2-((R)-1-(3,4-dichlorobenzamido)-4-methylpentan-2-yl)-1-oxo-5-phenethyloctahydro-1H-pyrrolo[1,2-a][1,4]diazepin-8-yl)carbamate